C(C1=CC=CC=C1)N([C@@H](CO)C1=CC=CC=C1)C[C@H](CC1=C(C=C(C=C1F)F)F)C1CC1 (R)-2-(benzyl((R)-2-cyclopropyl-3-(2,4,6-trifluorophenyl)propyl)amino)-2-phenylethan-1-ol